zirconium(IV) tetra-n-propoxide [O-]CCC.[O-]CCC.[O-]CCC.[O-]CCC.[Zr+4]